NC1=NC=CC=2N1C(=NC2C2CN(CCC2)CC#CC)C2=CC(=C(C(=O)NC1=NC=CC(=C1)C#N)C=C2)C(F)(F)F 4-(5-amino-1-(1-(but-2-ynyl)piperidin-3-yl)imidazo[1,5-c]pyrimidin-3-yl)-N-(4-cyanopyridin-2-yl)-2-(trifluoromethyl)benzamide